6,7-dihydrocyclopenta[b]pyrane-2,4(3H,5H)-dione O1C2=C(C(CC1=O)=O)CCC2